ClC1=CC=C(C=C1)N1/C(/S\C(\C1=O)=C\1/C(NC2=CC=CC=C12)=O)=N/C1=CC=C(C=C1)S(=O)(=O)N 4-(((Z)-3-(4-chlorophenyl)-4-oxo-5-((Z)-2-oxoindoline-3-ylidene)-thiazolidin-2-ylidene)amino)benzenesulphonamide